(((2-Bromo-5-(cyclopropylmethyl)-1,3-phenylene)bis(oxy))bis(methylene))dibenzene BrC1=C(C=C(C=C1OCC1=CC=CC=C1)CC1CC1)OCC1=CC=CC=C1